[18F][C@@H](C=O)[C@@H](O)[C@H](O)[C@H](O)CO 2-deoxy-2-[18F]fluoro-D-glucose